2-Fluoro-4-(8,9,10,11-tetrahydro-3H-pyrazolo[4,3-a]phenanthridin-7-yl)benzoic acid FC1=C(C(=O)O)C=CC(=C1)C1=NC2=CC=C3C(=C2C=2CCCCC12)C=NN3